2-((1s,2s)-1-(2-cyanophenyl)-1-(1-(2-methoxyethyl)-3-methyl-1H-pyrazol-4-yl)propan-2-yl)-5-hydroxy-N-(isoxazol-4-yl)-1-methyl-6-oxo-1,6-dihydropyrimidine-4-carboxamide C(#N)C1=C(C=CC=C1)[C@H]([C@H](C)C=1N(C(C(=C(N1)C(=O)NC=1C=NOC1)O)=O)C)C=1C(=NN(C1)CCOC)C